N-[2-(2-Dimethylaminoethylmethylamino)-4-methoxy-5-[[4-(1-methylindol-3-yl)pyrimidin-2-yl]amino]phenyl]prop-2-enamide CN(CCN(C1=C(C=C(C(=C1)OC)NC1=NC=CC(=N1)C1=CN(C2=CC=CC=C12)C)NC(C=C)=O)C)C